(2S)-1-tert-butoxycarbonylazepane-2-carboxylic acid C(C)(C)(C)OC(=O)N1[C@@H](CCCCC1)C(=O)O